FC1=C(C=O)C=CC(=C1)[N+](=O)[O-] 2-fluoro-4-nitrobenzaldehyde